C(CCC)OC([C@@H](C)OC1=CC=C(C=C1)O)=O (R)-4-hydroxyphenoxypropionic acid butyl ester